6-Bromo-8-fluoroquinoline BrC=1C=C2C=CC=NC2=C(C1)F